OCC(CCC)(C)SCC(C(=O)OCCCC)C butyl 3-((1-hydroxy-2-methylpentan-2-yl)thio)-2-methylpropanoate